2-methoxy-3-(4-(1-methyl-4-(trifluoromethyl)-1H-imidazol-2-yl)benzyl)aniline COC1=C(N)C=CC=C1CC1=CC=C(C=C1)C=1N(C=C(N1)C(F)(F)F)C